(S)-3-(5-(4-(6-amino-4,5-dimethylpyridin-2-yl)-2-fluorophenyl)-2-oxooxazol-3(2H)-yl)piperidine-2,6-dione-3,4,4,5,5-d5 NC1=C(C(=CC(=N1)C1=CC(=C(C=C1)C1=CN(C(O1)=O)[C@@]1(C(NC(C(C1([2H])[2H])([2H])[2H])=O)=O)[2H])F)C)C